6,6'-(phenylmethylene)bis(2H-benzo[d][1,3]oxazine-2,4(1H)-dione) C1(=CC=CC=C1)C(C1=CC2=C(NC(OC2=O)=O)C=C1)C1=CC2=C(NC(OC2=O)=O)C=C1